FC(OC1=C(COC2=NC=CC(=N2)C2=CC(=C(C=3CCOC32)CC3=NC2=C(N3C[C@H]3OCC3)C=C(C=C2OC)C(=O)O)F)C=CC(=C1)Cl)F (S)-2-((7-(2-((2-difluoromethoxy-4-chlorobenzyl)oxy)pyrimidin-4-yl)-5-fluoro-2,3-dihydrobenzofuran-4-yl)methyl)-4-methoxy-1-(oxetane-2-ylmethyl)-1H-benzo[d]imidazole-6-carboxylic acid